NC1=C(N=CN1C1OC([C@@H](C1O)O)COP(=O)(O)O)C(=O)N[C@@H](CC(=O)O)C(=O)O (5-amino-1-((3aR,4R,6aR)-3,4-dihydroxy-5-((phosphonooxy)methyl)tetrahydrofuran-2-yl)-1H-imidazole-4-carbonyl)-L-aspartic acid